[Li].C(C)(C)(C)[Si](OC1=CC=C(C=C1)C(=C)O[Si](C)(C)C)(C)C tert-butyl(dimethyl)(4-{1-[(trimethylsilyl)oxy]ethenyl}phenoxy)silane Lithium